C1(CC1)C=1C=C(C=2N(C1)C=C(N2)CN(C=2C=NC1=CC=C(C=C1C2)[C@@H]2[C@H](C2)C2=NC=CC(=N2)C)C)N2C(N(C(C2)=O)C)=O |r| rac-1-(6-cyclopropyl-2-((methyl(6-((1S*,2S*)-2-(4-methylpyrimidin-2-yl)cyclopropyl)quinolin-3-yl)amino)methyl)imidazo[1,2-a]pyridin-8-yl)-3-methylimidazolidine-2,4-dione